4-((2-cyano-4-fluorophenyl)thio)-6-(5-methyl-1-(1-methylpiperidin-4-yl)-1H-pyrazol-4-yl)pyrazolo[1,5-a]pyridine-3-carbonitrile C(#N)C1=C(C=CC(=C1)F)SC=1C=2N(C=C(C1)C=1C=NN(C1C)C1CCN(CC1)C)N=CC2C#N